2-bromo-3'-(trifluoromethyl)-1,1'-biphenyl BrC1=C(C=CC=C1)C1=CC(=CC=C1)C(F)(F)F